COC(C(=COC)C1C(C=CC=C1)=COC1=C(C=CC(=C1)C)C)=O 2-(o-(2,5-dimethylphenoxymethylene)-phenyl)-3-methoxyacrylic acid methyl ester